ethyl 1-oxo-3-propyl-1,2-dihydroisoquinoline-4-carboxylate O=C1NC(=C(C2=CC=CC=C12)C(=O)OCC)CCC